C(C)OC1=CC=2N=CN=C(C2N=C1)C=1C(=NN(C1)C)C1=CC=CC=C1 7-ethoxy-4-(1-methyl-3-phenyl-1H-pyrazol-4-yl)pyrido[3,2-d]pyrimidin